ClC1=CC(=CC(=N1)N)C1=CN=C2N1C=C(C(=C2)OC)S(=O)(=O)C(C)(C)C 6-chloro-4-[6-[(1,1-dimethylethyl)sulfonyl]-7-methoxyimidazo[1,2-a]pyridin-3-yl]-2-pyridinamine